C(=O)(O)C=1C=C(C(=O)C=2C=CC(=C(C2)CCC(=O)O)OCCCCC=CC2=CC=C(C=C2)OC)C=CC1 5-(3-Carboxybenzoyl)-2-((6-(4-methoxyphenyl)-5-hexenyl)oxy)benzenepropanoic acid